benzyl 4-(((2-(1-amino-5-(tert-butoxy)-1,5-dioxopentan-2-yl)-5-bromo-1-oxoisoindolin-4-yl)amino)methyl)-3,6-dihydropyridine-1(2H)-carboxylate NC(C(CCC(=O)OC(C)(C)C)N1C(C2=CC=C(C(=C2C1)NCC=1CCN(CC1)C(=O)OCC1=CC=CC=C1)Br)=O)=O